ClC1=C(C(C2=C(NC(=N2)C2=CC=C(C=C2)F)C1=O)=O)N1C(OCC1)=O 6-chloro-2-(4-fluorophenyl)-5-(2-oxooxazolidin-3-yl)-1H-benzo[d]imidazole-4,7-dione